(R)-6-chloro-5-cyano-4-((3-(3-methoxybutyl)-1-methyl-2-oxo-2,3-dihydro-1H-benzo[d]imidazol-5-yl)amino)-N-methylpyridineamide ClC1=C(C(=CC(=N1)C(=O)NC)NC1=CC2=C(N(C(N2CC[C@@H](C)OC)=O)C)C=C1)C#N